FC(CN1C2CCC(C1)C2C(=O)N)(F)F 2-(2,2,2-trifluoroethyl)-2-azabicyclo[2.2.1]heptane-7-carboxamide